N1(CCNCC1)C1=CC=C(C=C1)C=1C=NC=2N(C1)N=CC2C2=C1C=CC=NC1=CC=C2 5-(6-(4-(1-piperazinyl)phenyl)pyrazolo[1,5-a]pyrimidin-3-yl)quinoline